2-[6-(5-chloro-2-{[trans-4-hydroxycyclohexyl]amino}pyrimidin-4-yl)-1-oxo-2,3-dihydro-1H-isoindol-2-yl]-N-[(1R)-1-(3-methoxyphenyl)ethyl]acetamide ClC=1C(=NC(=NC1)N[C@@H]1CC[C@H](CC1)O)C1=CC=C2CN(C(C2=C1)=O)CC(=O)N[C@H](C)C1=CC(=CC=C1)OC